C(#N)C1=C(C=CC=C1)NC(CCCCCCCC(=O)OC)=O methyl 9-((2-cyanophenyl) amino)-9-oxononanoate